FC(/C=C/C(=O)N1C[C@H]([C@@H](C1)OCC1=CC=C(C=C1)C(F)(F)F)NC1=NC=C(C=N1)F)F (E)-4,4-difluoro-1-((3R,4R)-3-((5-fluoropyrimidin-2-yl)amino)-4-((4-(trifluoromethyl)benzyl)oxy)pyrrolidin-1-yl)but-2-en-1-one